N-[4-[(6,7-dimethoxy-1,5-naphthyridin-4-yl)oxy]-3-fluorophenyl]-3-(4-fluorophenyl)-6-methyl-4-oxo-1H-pyridazine-5-carboxamide COC=1N=C2C(=CC=NC2=CC1OC)OC1=C(C=C(C=C1)NC(=O)C=1C(C(=NNC1C)C1=CC=C(C=C1)F)=O)F